5-bromo-2-(2,6-dioxopiperazin-3-yl)isoindole-1,3-dione BrC=1C=C2C(N(C(C2=CC1)=O)C1C(NC(CN1)=O)=O)=O